C(C(C)C)N1[C@@H](C[C@@H](CC1)CC1=CC=2N(C=C1)N=CC2N2C(NC(CC2)=O)=O)C 1-(5-(((2R,4R)-1-isobutyl-2-methylpiperidin-4-yl)methyl)pyrazolo[1,5-a]pyridin-3-yl)dihydropyrimidine-2,4(1H,3H)-dione